2-[(3aR,5R,6aS)-5-benzyl-5-hydroxy-octahydrocyclopenta[c]pyrrol-2-yl]-1-(6-hydroxypyridin-3-yl)ethan-1-one C(C1=CC=CC=C1)C1(C[C@@H]2[C@@H](CN(C2)CC(=O)C=2C=NC(=CC2)O)C1)O